potassium isopropenyltrifluoroborate, potassium salt [K+].C(=C)(C)[B-](F)(F)F.[K+].C(=C)(C)[B-](F)(F)F